rac-(1S*,2S*)-N-(6-(((6-cyclopropyl-imidazo[1,2-a]pyridin-2-yl)methyl)amino)pyrimidin-4-yl)-2-(4-methoxypyridin-2-yl)cyclopropane-1-carboxamide C1(CC1)C=1C=CC=2N(C1)C=C(N2)CNC2=CC(=NC=N2)NC(=O)[C@@H]2[C@H](C2)C2=NC=CC(=C2)OC |r|